OCTENYL ACETATE (oct-1-en-3-yl acetate) C=CC(CCCCC)CC(=O)O.C(C)(=O)OC=CCCCCCC